C(C=C)OC(C(OCC=C)OCC=C)OCC=C 1,1,2,2-tetraallyl-oxyethane